BrC=1C=C2N(C=C(N=C2)NC(OC(C)(C)C)=O)C1 tert-butyl (7-bromopyrrolo[1,2-a]pyrazin-3-yl)carbamate